methyl N-[2-(4-{[(4-{[6-(5-chloro-2-fluorophenyl)-3-(hydroxymethyl)pyridazin-4-yl]amino}pyridin-2-yl)carbamoyl]methyl}piperazin-1-yl)ethyl]-N-methylcarbamate ClC=1C=CC(=C(C1)C1=CC(=C(N=N1)CO)NC1=CC(=NC=C1)NC(=O)CN1CCN(CC1)CCN(C(OC)=O)C)F